ClC1=CC=C(C=C1)NC1=C(N=C2N1C=C(N=C2)C=2C=NN(C2)C)C=2C=CC=1N(C2)C(=NN1)C N-(4-chlorophenyl)-6-(1-methyl-1H-pyrazol-4-yl)-2-(3-methyl-[1,2,4]triazolo[4,3-a]pyridin-6-yl)imidazo[1,2-a]pyrazin-3-amine